C(C)(=O)N1C(C(C2=CC=CC=C12)=C(C1=CC=CC=C1)OC)=O 1-acetyl-3-(methoxyphenyl-methylene)-2-oxoindole